(4'-nitro-[1,1'-biphenyl]-4-yl)boronic acid [N+](=O)([O-])C1=CC=C(C=C1)C1=CC=C(C=C1)B(O)O